2-chloro-4-((4-methyl-6-phenoxypyridin-3-yl)amino)nicotinonitrile ClC1=C(C#N)C(=CC=N1)NC=1C=NC(=CC1C)OC1=CC=CC=C1